4-(4-(4-(Aminomethyl)-2,6-difluorophenoxy)-1H-pyrrolo[2,3-b]pyridin-3-yl)-N-(cyclopropylmethyl)pyridin-2-amin NCC1=CC(=C(OC2=C3C(=NC=C2)NC=C3C3=CC(=NC=C3)NCC3CC3)C(=C1)F)F